C(C)(C)(C)OC(=O)N1CC2(CCC(C1)N2S(=O)(=O)C2=CC(=C(C(=C2)F)OC2=CC=C(C=C2)Cl)F)C(NOCC2=CC=CC=C2)=O.CC2=C(C(=O)P(C1=CC=CC=C1)C1=CC=CC=C1)C(=CC(=C2)C)C 2,4,6-trimethylbenzoyl-diphenyl-phosphine tert-butyl-1-((benzyloxy)carbamoyl)-8-((4-(4-chlorophenoxy)-3,5-difluorophenyl)sulfonyl)-3,8-diazabicyclo[3.2.1]octane-3-carboxylate